1,1,1,3,3,3-hexafluoropropan-2-yl (+)-1-((6-(methylsulfonamido) pyridin-3-yl)carbamoyl)-6-azaspiro[2.5]octane-6-carboxylate CS(=O)(=O)NC1=CC=C(C=N1)NC(=O)C1CC12CCN(CC2)C(=O)OC(C(F)(F)F)C(F)(F)F